Cis-3-(1-cyano-2-methylazetidin-3-yl)-1-(cyclopropylmethyl)-N-(1-methylcyclopropyl)-2,4-dioxo-1,2,3,4-tetrahydroquinazoline-6-sulfonamide C(#N)N1[C@H]([C@H](C1)N1C(N(C2=CC=C(C=C2C1=O)S(=O)(=O)NC1(CC1)C)CC1CC1)=O)C